3,4,5-tris(benzyloxy)-N-methoxy-N-methylbenzamide C(C1=CC=CC=C1)OC=1C=C(C(=O)N(C)OC)C=C(C1OCC1=CC=CC=C1)OCC1=CC=CC=C1